2-(3-Chlorobenzyl)cyclopentyl ((2S)-3-cyclohexyl-1-((4-(cyclopropylamino)-3-hydroxy-4-oxo-1-(2-oxo-1-azaspiro[4.5]decan-3-yl)butan-2-yl)amino)-1-oxopropan-2-yl)carbamate C1(CCCCC1)C[C@@H](C(=O)NC(CC1C(NC2(C1)CCCCC2)=O)C(C(=O)NC2CC2)O)NC(OC2C(CCC2)CC2=CC(=CC=C2)Cl)=O